BrC1(C(C(=O)NCC2=CC=C(C=C2)C=2NC(C=CC2F)=O)C=CC=N1)C 2-bromo-N-(4-(3-fluoro-6-oxo-1,6-dihydropyridin-2-yl)benzyl)-2-methylnicotinamide